5-[3-({3-[5-({[(7-Cyclopentylpyrazolo[1,5-a]pyrimidin-6-yl)amino]carbonyl}amino)-3-methylpyridin-2-yl]-1,2,4-oxadiazol-5-yl}methoxy)propoxy]pentyl benzoate C(C1=CC=CC=C1)(=O)OCCCCCOCCCOCC1=NC(=NO1)C1=NC=C(C=C1C)NC(=O)NC=1C=NC=2N(C1C1CCCC1)N=CC2